NC1=NN2C(N=CC=C2)=C1C(=O)N[C@@H](C)C=1N(C(C=2C(=CC=C3C2C1CN3C)C#C)=O)C3=CC=CC=C3 (S)-2-amino-N-(1-(6-ethynyl-1-methyl-5-oxo-4-phenyl-1,2,4,5-tetrahydropyrrolo[4,3,2-de]isoquinolin-3-yl)ethyl)pyrazolo[1,5-a]pyrimidine-3-carboxamide